OC[C@@H]1CC[C@H](CC1)C(=O)N(C[C@@H]1CC[C@H](CC1)C1=NC(=C(C=C1)OC)C)C1=NC=CC(=C1)C=1C=NN(C1)C(C)C trans-4-(Hydroxymethyl)-N-(4-(1-isopropyl-1H-pyrazol-4-yl)pyridin-2-yl)-N-((trans-4-(5-methoxy-6-methylpyridin-2-yl)cyclohexyl)methyl)cyclohex-anecarboxamide